tert-butyl 4-(4-cyano-6-(4-cyano-3-fluorophenyl)-5-(1-methyl-1H-indazol-5-yl) pyridin-2-yl)-1,4-diazine-1-carboxylate C(#N)C1=CC(=NC(=C1C=1C=C2C=NN(C2=CC1)C)C1=CC(=C(C=C1)C#N)F)N1C=CN(C=C1)C(=O)OC(C)(C)C